4-bromo-6-chloro-5-(difluoromethyl)-1-(tetrahydro-2H-pyran-2-yl)-1H-indazole BrC1=C2C=NN(C2=CC(=C1C(F)F)Cl)C1OCCCC1